ethyl 9-(6-acetamidopyridin-3-yl)-6-tert-butyl-10-methoxy-2-oxo-6,7-dihydro-2H-pyrido[2,1-a]isoquinoline-3-carboxylate C(C)(=O)NC1=CC=C(C=N1)C=1C=C2CC(N3C(C2=CC1OC)=CC(C(=C3)C(=O)OCC)=O)C(C)(C)C